COC1=CC2=C(NC(O2)=O)C=C1 6-Methoxybenzoxazolin-2-one